(E)-1-[2-Hydroxy-6-[2-hydroxy-3-[3-hydroxy-2-[(E)-3-phenylprop-2-enoyl]phenoxy]propoxy]phenyl]-3-phenylprop-2-en-1-one OC1=C(C(=CC=C1)OCC(COC1=C(C(=CC=C1)O)C(\C=C\C1=CC=CC=C1)=O)O)C(\C=C\C1=CC=CC=C1)=O